2-cyclopropyl-6-(5-fluoro-3-(1-((1-fluorocyclopentyl)methyl)-1H-pyrazol-4-yl)pyridin-2-yl)isoindolin-1-one C1(CC1)N1C(C2=CC(=CC=C2C1)C1=NC=C(C=C1C=1C=NN(C1)CC1(CCCC1)F)F)=O